CC(CCCC)C=1C(=C(C(=O)O)C=CC1)O.C(C=1C(O)=CC=CC1)(=O)OC(CCCC)C methylpentanyl salicylate (hex-2-yl 2-hydroxybenzoate)